1-(5-(3-(2-fluoroethyl)-2-methyl-3H-imidazo[4,5-b]pyridin-5-yl)pyrrolo[2,1-f][1,2,4]triazin-2-yl)-N3-methylcyclobutane-1,3-diamine FCCN1C(=NC=2C1=NC(=CC2)C=2C=CN1N=C(N=CC12)C1(CC(C1)NC)N)C